[4-(3,3,3-trifluoroprop-1-yn-1-yl)phenyl]methyl N-{[2-(2,6-dioxopiperidin-3-yl)-3-oxo-2,3-dihydro-1H-isoindol-5-yl]methyl}carbamate O=C1NC(CCC1N1CC2=CC=C(C=C2C1=O)CNC(OCC1=CC=C(C=C1)C#CC(F)(F)F)=O)=O